[N+](=O)([O-])C1=C(COC(C(=C)C)=O)C=CC=C1 o-Nitrobenzyl-Methacrylate